FC=1C=C(C=C(C1)F)C(CC1=NCCC2=C1NC1=CC(=CC=C21)OC)CC2=NCCC1=C2NC2=CC(=CC=C12)OC 1,1'-(2-(3,5-difluorophenyl)propane-1,3-diyl)bis(7-methoxy-4,9-dihydro-3H-pyrido[3,4-b]indole)